cyclopropyl-(3,5-difluorophenyl)methanone C1(CC1)C(=O)C1=CC(=CC(=C1)F)F